ClC=1C(=NC(=NC1)NC1=C(C=C(C=C1)N1CCOCC1)CC)NCCCN1C(COCCC1)=O 4-(3-((5-chloro-2-((2-ethyl-4-morpholinylphenyl)amino)pyrimidin-4-yl)amino)propyl)-1,4-oxazepan-3-one